CN(C=1C=C2CNC(C2=CC1)CNC=1C=NC=CC1C(=O)O)C1=CC=C(C=C1)C 3-[((5-[methyl-(4-methylphenyl)-amino]isoindolinyl)methyl)amino]pyridine-4-carboxylic acid